ClC1=CC(=NC(=N1)C(F)(F)F)N1CC2(CCC1)CCCCC2 2-(6-chloro-2-(trifluoromethyl)pyrimidin-4-yl)-2-azaspiro[5.5]undecane